FC1OC2=C(C(=NC(=C2)SC)C2=CN(C3=CN=C(C=C32)NC(C)=O)C)OC1 N-(3-(2-fluoro-7-(methylthio)-2,3-dihydro-[1,4]dioxino[2,3-c]pyridin-5-yl)-1-methyl-1H-pyrrolo[2,3-c]pyridin-5-yl)acetamide